C(C=C)S(=O)(=O)C1=CC=C(C=C1)Br 1-(allylsulfonyl)-4-bromobenzene